7-(3-oxo-3-(piperidin-1-yl)propyl)-4-(o-tolyl)-2H-chromen-2-one O=C(CCC1=CC=C2C(=CC(OC2=C1)=O)C1=C(C=CC=C1)C)N1CCCCC1